S(N)(OC[C@@H]1[C@H](C[C@@H](C1)NC1=NC=NC=C1C(=O)C=1SC=C(C1)COC1=C(C=CC=C1)C(F)(F)F)O)(=O)=O [(1R,2S,4R)-2-hydroxy-4-({5-[(4-{[2-(trifluoromethyl)phenoxy]methyl}-2-thienyl)carbonyl]pyrimidin-4-yl}amino)cyclopentyl]methyl sulfamate